C(C)(C)(C)C1=C(C(C=NC2C(CCCC2)N=CC=2C(O)=C(C=C(C2)C(C)(C)C)C(C)(C)C)=CC(=C1)C(C)(C)C)O N,N'-bis(3,5-di-tert-butylsalicylidene)-1,2-diaminocyclohexane